NC(C(C#N)N1CSC(=C1C)COC=1C=CC2=C(C=C(O2)C)C1)=O N-(2-amino-1-cyano-2-oxoethyl)-2-methyl-5-((4-methylthiazol-5-yl)methoxy)benzofuran